N-(3-amino-4-fluorobenzyl)-6'-fluoro-4'-oxo-3',4'-dihydro-1'h-spiro[piperidine-4,2'-quinoline]-1-carboxamide NC=1C=C(CNC(=O)N2CCC3(NC4=CC=C(C=C4C(C3)=O)F)CC2)C=CC1F